BrC=1C(=NN(C1NC(=O)N[C@@H]1CN(C[C@H]1C1=CC(=C(C=C1)F)F)CCOC)C1=CC=CC=C1)C(=O)NC 4-bromo-5-(3-((3S,4R)-4-(3,4-difluorophenyl)-1-(2-methoxyethyl)pyrrolidin-3-yl)ureido)-N-methyl-1-phenyl-1H-pyrazole-3-carboxamide